2,2-dimethylpiperazine-1-carboxylate CC1(N(CCNC1)C(=O)[O-])C